2-(4-(pyridin-3-yl)-1H-imidazol-2-yl)piperidin N1=CC(=CC=C1)C=1N=C(NC1)C1NCCCC1